3-(1-(2-((Tert-butoxycarbonyl)amino)ethyl)-6-methoxy-1H-indol-4-yl)-5-(6-fluoro-1-p-toluenesulfonyl-1H-indol-4-yl)-4-isopropyl-1H-pyrrole-2-carboxylic acid methyl ester COC(=O)C=1NC(=C(C1C1=C2C=CN(C2=CC(=C1)OC)CCNC(=O)OC(C)(C)C)C(C)C)C1=C2C=CN(C2=CC(=C1)F)S(=O)(=O)C1=CC=C(C)C=C1